OCCOCCOCCCC(/C(/C#N)=C/C1=CC2=CC=C(C=C2C=C1)N1C(CCCC1)C)=O (E)-6-(2-(2-hydroxyethoxy)ethoxy)-2-((6-(2-methylpiperidin-1-yl)naphthalen-2-yl)methylene)-3-oxohexanenitrile